C(C)(C)(C)OC(=O)N1CCN(CC1)C=1C=NN2C1C=CC(=C2)C2CCOCC2 tert-butyl-4-(6-(tetrahydro-2H-pyran-4-yl)pyrazolo[1,5-a]pyridin-3-yl)piperazine-1-carboxylate